N-[7-chloro-6-(trifluoromethyl)[1,2,4]triazolo[1,5-a]pyridin-2-yl]-DL-alanine ClC1=CC=2N(C=C1C(F)(F)F)N=C(N2)N[C@@H](C)C(=O)O |r|